3-(6-chloro-5-ethoxy-1-oxoisoindolin-2-yl)piperidine-2,6-dione ClC1=C(C=C2CN(C(C2=C1)=O)C1C(NC(CC1)=O)=O)OCC